vinyl (propylene) carbonate C(O)(O)=O.C(=C)C=CC